1-ALLYL-4-ETHYLBENZENE C(C=C)C1=CC=C(C=C1)CC